NC=1C(=C(C(=CC1)F)C=1C=CC=2N(N1)C=NC2C#N)F 2-(3-amino-2,6-difluorophenyl)imidazo[1,5-b]pyridazine-5-carbonitrile